13-(3-(pyridazin-3-yl)ureido)tridecanoic acid N1=NC(=CC=C1)NC(NCCCCCCCCCCCCC(=O)O)=O